5-(4-fluorophenyl)-N-(3-(methylsulfonamido)phenyl)-1H-pyrazole-3-carboxamide FC1=CC=C(C=C1)C1=CC(=NN1)C(=O)NC1=CC(=CC=C1)NS(=O)(=O)C